3-(dimethylsulfamoyl)-4-fluorobenzoyl chloride CN(S(=O)(=O)C=1C=C(C(=O)Cl)C=CC1F)C